C(C)(C)C1=NC=CC(=C1NC1=C(C#N)C=CC=C1)C ((2-isopropyl-4-methylpyridin-3-yl)amino)benzonitrile